C(C)(=O)N1CC(CC1)(C(NC)=O)NC(=O)[C@H](CCCN1C(=NC=C1)[N+](=O)[O-])NC(OC(C)(C)C)=O tert-butyl N-[(1S)-1-{[1-acetyl-3-(methylcarbamoyl)pyrrolidin-3-yl]carbamoyl}-4-(2-nitro-1H-imidazol-1-yl)butyl]carbamate